2,2-bis(3,5-di-tert-butyl-4-hydroxyphenyl)propane C(C)(C)(C)C=1C=C(C=C(C1O)C(C)(C)C)C(C)(C)C1=CC(=C(C(=C1)C(C)(C)C)O)C(C)(C)C